N-((S)-4-fluoro-1,3-dihydrospiro[indene-2,4'-piperidin]-1-yl)-2-methylpropane-2-sulfinamide FC1=C2CC3(CCNCC3)[C@@H](C2=CC=C1)NS(=O)C(C)(C)C